methyl 2-(6'-cyclopropyl-2,2,5'-trifluoro-1'-oxo-1'H-spiro[cyclopropane-1,4'-isoquinolin]-2'(3'H)-yl)acetate C1(CC1)C=1C(=C2C3(CN(C(C2=CC1)=O)CC(=O)OC)C(C3)(F)F)F